N-(2-cyclopropyl-4-fluorophenyl)-3-methyl-N-(7-nitrobenzo[c][1,2,5]oxadiazol-4-yl)-1H-pyrazole-4-carboxamide C1(CC1)C1=C(C=CC(=C1)F)N(C(=O)C=1C(=NNC1)C)C1=CC=C(C2=NON=C21)[N+](=O)[O-]